N1(CCOCC1)CCCN1N=CC=C(C1=O)C1=CC=CC=C1 2-[3-(morpholin-4-yl)propyl]-4-phenyl-2,3-dihydropyridazin-3-one